CN(S(=O)(=O)C1=CC=C(C=C1)S(=O)(=O)NC1=C(C=CC=C1)N1C[C@@H](CCC1)COC1=CC=CC=C1)C (R)-N1,N1-dimethyl-N4-(2-(3-(phenoxymethyl)piperidin-1-yl)phenyl)benzene-1,4-disulfonamide